O=C1N(C(C2=CC=CC=C12)=O)[C@@H]1[C@H]2C[C@H]2C[C@@H]1NC(OCC1=CC=CC=C1)=O benzyl (1S,2R,3S,5S)-2-(1,3-dioxoisoindolin-2-yl)bicyclo[3.1.0]hexan-3-ylcarbamate